C(C)(=O)N1CCN(CC1)CCNC(=O)C=1C=NC=CC1NC1=CC(=NC2=C1OCCN2)C2=C(C=CC(=C2)Cl)F N-[2-(4-Acetylpiperazin-1-yl)ethyl]-4-{[6-(5-chloro-2-fluorophenyl)-2H,3H,4H-pyrido[3,2-b][1,4]oxazin-8-yl]amino}pyridin-3-carboxamid